2-nitro-2'-hydroxy-5'-tert-octylazobenzene [N+](=O)([O-])C1=C(C=CC=C1)N=NC1=C(C=CC(=C1)C(C)(C)CC(C)(C)C)O